C1(OC(C=2C1=CSC2)=O)=O thieno[3,4-c]-furan-1,3-dione